O=C1NC(CCC1N1C(N(C2=C1C=CC=C2C2=CCC(CC2)NC(OC(C)(C)C)=O)C)=O)=O tert-butyl N-[4-[1-(2,6-dioxo-3-piperidyl)-3-methyl-2-oxo-benzimidazol-4-yl] cyclohex-3-en-1-yl]carbamate